CN(C=1C=CC(=NC1)N)C1=CC=CC=C1 N5-methyl-N5-phenyl-pyridin-2,5-diamine